FC(C(=O)O)(C1=CC=CC2=C1C(=NO2)C)F 2,2-Difluoro-2-(3-methyl-1,2-benzoxazol-4-yl)acetic acid